N-Acetylneuraminyl-lactose sodium salt [Na+].C(C)(=O)N[C@@H]1[C@H](CC(C([O-])=O)(O[C@H]1[C@H](O)[C@H](O)CO)C1(O)[C@H](O)[C@@H](O)[C@H](O[C@H]2[C@H](O)[C@@H](O)[C@@H](O)[C@H](O2)CO)[C@H](O1)CO)O